tert-butyl (6S,7S)-7-(1-benzylpyridin-1-ium-4-yl)oxy-6-methyl-2-azaspiro[3.5]nonane-2-carboxylate C(C1=CC=CC=C1)[N+]1=CC=C(C=C1)O[C@@H]1[C@H](CC2(CN(C2)C(=O)OC(C)(C)C)CC1)C